CN(C)\C=C\CCC(=O)NN N'-[(1E)-(dimethylamino)-methylene]Butyrylhydrazine